C(CCC)C(CCCCCCO)CCCC 7-butylundecan-1-ol